2,2-Difluoro-2-(3-fluorophenyl)-1-phenylethyl ((S)-1-(((S)-4-(ethylamino)-3,4-dioxo-1-((R)-2-oxopyrrolidin-3-yl)butan-2-yl)amino)-1-oxohexan-2-yl)carbamate C(C)NC(C([C@H](C[C@@H]1C(NCC1)=O)NC([C@H](CCCC)NC(OC(C(C1=CC(=CC=C1)F)(F)F)C1=CC=CC=C1)=O)=O)=O)=O